N1=C(C=C(C=C1)C=O)C1=NC=CC(=C1)C=O 2,2'-bipyridine-4,4'-dicarbaldehyde